(R)-N-(4-(chlorodifluoromethoxy)phenyl)-4-methyl-6-(pyrazin-2-yl)-3,4-dihydro-2H-benzo[4,5]imidazo[2,1-b][1,3]thiazine-8-carboxamide 1,1-dioxide ClC(OC1=CC=C(C=C1)NC(=O)C=1C=C(C2=C(N=C3S(CC[C@H](N32)C)(=O)=O)C1)C1=NC=CN=C1)(F)F